3,3,3-trifluoro-N-[[4-[5-(trifluoromethyl)-1,2,4-oxadiazol-3-yl]phenyl]methyl]propane-1-sulfonamide FC(CCS(=O)(=O)NCC1=CC=C(C=C1)C1=NOC(=N1)C(F)(F)F)(F)F